4-(aminomethyl)-N-methylaniline hydrochloride Cl.NCC1=CC=C(NC)C=C1